FC1=NNC=C1F 3,4-difluoropyrazole